2,3-dibromo-5,6-dihydro-7H-pyrrolo[1,2-a]imidazol-7-one BrC=1N=C2N(C1Br)CCC2=O